Ammonium zirconium carbonate salt C([O-])([O-])=O.[Zr+].[NH4+]